2-[1,1-bis(3-methylbutoxy)methyl]furan CC(CCOC(OCCC(C)C)C=1OC=CC1)C